C1(CCC(N1OC(CCCC(NC1=CC=C(C=C1)N(CC)CC)=O)=O)=O)=O 4-(4-diethylamino-phenylcarbamoyl)-butyric acid succinimidyl ester